C1=CC=C(C=2OC3=C(C21)C=CC=C3)C3=CC=C(C=C3)NC3=CC=2C(C1=CC=CC=C1C2C=C3)(C3=CC=CC=C3)C3=CC=CC=C3 N-[4-(dibenzo[b,d]furan-4-yl)phenyl]-9,9-diphenyl-9H-fluoren-2-amine